N[C@H]([13CH3])C(=O)O D-alanine-3-13C